Ribose Monophosphate P(=O)(O)(O)O.O=C[C@H](O)[C@H](O)[C@H](O)CO